FC1=C(C=CC(=C1)OC1=NN(C=C1)C=1C=NC(=NC1)OC)NC1=NC=NC2=CC(=C(C=C12)N[C@H]1CN(CC1)C(C=C)=O)OC (R)-1-(3-((4-((2-fluoro-4-((1-(2-methoxypyrimidin-5-yl)-1H-pyrazol-3-yl)oxy)phenyl)amino)-7-methoxyquinazolin-6-yl)amino)pyrrolidin-1-yl)prop-2-en-1-one